C(C)(=O)OC(COC1=C(C=C(C=C1)C(C)(C)C1=CC(=C(C=C1)OCC(CCl)OC(C)=O)Cl)Cl)COC 1-(4-(2-(4-(2-acetoxy-3-chloropropoxy)-3-chlorophenyl)propan-2-yl)-2-chlorophenoxy)-3-methoxypropan-2-yl acetate